C(C(C)C)NCC(C)C.[Li] lithium diisobutylamine